OCC(CC/C=C/C(=O)OCC)C1=CC=CC=C1 ethyl (E)-7-hydroxy-6-phenylhept-2-enoate